(6S,16R)-6-hydroxy-16-methyl-4-((2,2,2-trifluoroethyl)thio)oxacyclohexadecane-2,5-dione O[C@@H]1C(C(CC(O[C@@H](CCCCCCCCC1)C)=O)SCC(F)(F)F)=O